Methyl (2R,3S)-3-amino-4-((2-(4-chlorobenzoyl)-4-methoxyphenyl)amino)-2-methyl-4-oxobutanoate N[C@@H]([C@H](C(=O)OC)C)C(=O)NC1=C(C=C(C=C1)OC)C(C1=CC=C(C=C1)Cl)=O